(6-(nicotinoyloxy)hexyl)triphenylphosphonium tert-butyl-4-[(1-benzyloxycarbonyl-4-piperidyl)methyl]-2,2-dimethyl-piperazine-1-carboxylate C(C)(C)(C)OC(=O)N1C(CN(CC1)CC1CCN(CC1)C(=O)OCC1=CC=CC=C1)(C)C.C(C1=CN=CC=C1)(=O)OCCCCCC[P+](C1=CC=CC=C1)(C1=CC=CC=C1)C1=CC=CC=C1